C(C)(C)(C)OC(=O)N[C@@H](CC(=O)OCC)C=1C=C(C=C(C1F)C)C1=C(C=C(C=C1C)C(C)(C)O)OCC1=CC(=C(C=C1)OC)OC ethyl (S)-3-((tert-butoxycarbonyl)amino)-3-(2'-((3,4-dimethoxybenzyl)oxy)-4-fluoro-4'-(2-hydroxypropan-2-yl)-5,6'-dimethyl-[1,1'-biphenyl]-3-yl)propanoate